C(C)(=O)N[C@@H]1[C@H](C=C(O[C@H]1[C@@H]([C@@H](CO)O)OC)C(=O)O)N (4S,5R,6R)-5-acetylamino-4-amino-6-[(1R,2R)-2,3-dihydroxy-1-methoxypropyl]-5,6-dihydro-4H-pyran-2-carboxylic acid